N[C@H]1[C@@H](C(OC2=C1C=C1C=CC(OC1=C2)=O)(C)C)O (6R,7S)-6-amino-7-hydroxy-8,8-dimethyl-7,8-dihydropyrano[3,2-g]chromen-2(6H)-one